C1(=CC=CC2=CC=CC=C12)C(=O)N[C@H](C(=O)OC)CC1=CC=C(C=C1)[N+](=O)[O-] methyl (2S)-2-(naphthalene-1-carbonylamino)-3-(4-nitrophenyl)propanoate